6-(4-fluorophenylethoxy)-1-(2-((tetrahydro-2H-pyran-2-yl)oxy)ethyl)-1H-indole FC1=CC=C(C=C1)CCOC1=CC=C2C=CN(C2=C1)CCOC1OCCCC1